[1-[[6-chloro-2-(1-methyl-4-piperidinyl)-3-pyridinyl]amino]ethyl]-3-(2-hydroxyethyl)-4,7-dimethyl-pyrazolo[3,4-c]isoquinolin-5-one ClC1=CC=C(C(=N1)C1CCN(CC1)C)NC(C)C1=NN(C=2N(C(C=3C=C(C=CC3C21)C)=O)C)CCO